N-[3-[[2-(benzimidazol-1-yl)thiazolo[5,4-d]pyrimidin-7-yl]amino]-2,4-difluoro-phenyl]-2,3-dichloro-benzenesulfonamide N1(C=NC2=C1C=CC=C2)C=2SC=1N=CN=C(C1N2)NC=2C(=C(C=CC2F)NS(=O)(=O)C2=C(C(=CC=C2)Cl)Cl)F